platinum-palladium-silver [Ag].[Pd].[Pt]